CC1=CC(=C(C(=C1)Br)B(Cl)Cl)Br 4-methyl-2,6-dibromophenyl-boron dichloride